nonanoic acid propyl ester C(CC)OC(CCCCCCCC)=O